NC1=NN(C(=C1C(=O)O)C1=CN=NC=C1)CC1=CC=C(C=C1)OC 3-amino-1-(4-methoxybenzyl)-5-(pyridazin-4-yl)-1H-pyrazole-4-carboxylic acid